N-(5-cyano-6-(2H-1,2,3-triazol-2-yl)pyridin-3-yl)-1-(3,4-difluoro-2-methylphenyl)-5-(trifluoromethyl)-1H-pyrazole-4-carboxamide C(#N)C=1C=C(C=NC1N1N=CC=N1)NC(=O)C=1C=NN(C1C(F)(F)F)C1=C(C(=C(C=C1)F)F)C